C1CCC2=C(C=3CCCC3C=C12)CC(=O)N[S@@](=O)(=N)C1=C(N=C(S1)C(C)(C)O)CO |o1:16| (S)- or (R)-2-(1,2,3,5,6,7-hexahydros-indacen-4-yl)-N-(4-(hydroxymethyl)-2-(2-hydroxypropan-2-yl)thiazol-5-ylsulfonimidoyl)acetamide